2,2,2-trifluoro-1-(2,4,6-trimethylphenyl)ethanone FC(C(=O)C1=C(C=C(C=C1C)C)C)(F)F